2-((5S,7S)-9-methoxy-2-methyl-7-(5-methylpyridin-2-yl)-3-oxo-2,3,5,7-tetrahydrobenzo[5,6]oxepino[4,3-c]pyridin-5-yl)-N-ethylacetamide COC1=CC2=C(C3=CN(C(C=C3[C@@H](O[C@@H]2C2=NC=C(C=C2)C)CC(=O)NCC)=O)C)C=C1